(Z)-1-(2-bromo-3,3-difluoroprop-1-en-1-yl)-2-methoxybenzene Br\C(=C/C1=C(C=CC=C1)OC)\C(F)F